3-[1-methyl-6-(4-piperidyl)indazol-3-yl]piperidine-2,6-dione CN1N=C(C2=CC=C(C=C12)C1CCNCC1)C1C(NC(CC1)=O)=O